C(C)(=O)N1[C@@H](CN([C@H](C1)CO)C(C=C)=O)C1=CC(=NC(=C1)Cl)C1=CC(=NC=N1)C(=O)NC 6-(4-((2R,5R)-1-acetyl-4-acryloyl-5-(hydroxymethyl)piperazin-2-yl)-6-chloropyridin-2-yl)-N-methylpyrimidine-4-carboxamide